((3aS,4R,6aR)-2,2-dimethyltetrahydro-4H-[1,3]dioxolo[4,5-c]pyrrol-4-yl)methanol CC1(O[C@@H]2[C@@H](CN[C@@H]2CO)O1)C